FC(C1=C(C=CC=C1)C#C)(F)F 2-(trifluoromethyl)phenylacetylene